(S)-2-(4-chlorophenyl)-3-(isopropylamino)-1-((1R,5S)-3-(3-methyl-1H-pyrrolo[2,3-b]pyridin-4-yl)-3,8-diazabicyclo[3.2.1]oct-8-yl)propan-1-one ClC1=CC=C(C=C1)[C@H](C(=O)N1[C@H]2CN(C[C@@H]1CC2)C2=C1C(=NC=C2)NC=C1C)CNC(C)C